N1N=NC(=C1)CNC(=O)[C@H]1N2C3=C(C=CC=C3C1)CC[C@@H](C2=O)NC(C)=O (2S,5S)-5-Acetylamino-4-oxo-1,2,4,5,6,7-hexahydro-azepino[3,2,1-hi]indole-2-carboxylic acid (1H-[1,2,3]triazol-4-ylmethyl)-amide